6-[(7S)-2-{3-[4-(3-Cyclopropylpyridin-2-yl)phenyl]-1H-pyrazolo[3,4-b]pyridin-5-yl}-6,7,8,9-tetrahydro-5H-benzo[7]annulen-7-yl]-3-oxa-6-azabicyclo[3.1.1]heptane C1(CC1)C=1C(=NC=CC1)C1=CC=C(C=C1)C1=NNC2=NC=C(C=C21)C=2C=CC1=C(CC[C@H](CC1)N1C3COCC1C3)C2